ClC=1C(=C(C=CC1F)[C@@H](NC(=O)N1[C@@H](C(NCC1)=O)C)[C@@H]1C[C@@H](C1)C1CC1)F (2R)-N-((S)-(3-chloro-2,4-difluorophenyl)(cis-3-cyclopropylcyclobutyl)methyl)-2-methyl-3-oxopiperazine-1-carboxamide